(S)-((1R,5S,9s)-3-oxa-7-azabicyclo[3.3.1]nonan-9-yl)-1-(4-fluorophenyl)-3,4-dihydroisoquinoline-2(1H)-carboxylate [C@H]12COC[C@H](CNC1)C2OC(=O)N2C(C1=CC=CC=C1CC2)C2=CC=C(C=C2)F